4-ethynyl-1-(2,2,2-trifluoro-ethyl)piperidine methylmandelate COC(C(O)C1=CC=CC=C1)=O.C(#C)C1CCN(CC1)CC(F)(F)F